ClC=1C(=CC(=CC1)O)O 5-chloro-2,4-dihydroxybenzene